C(C)(C)(C)OC(=O)N1C=NC2=C1C=CC(=C2)CBr 5-(bromomethyl)-1H-benzo[d]imidazole-1-carboxylic acid tert-butyl ester